C(C1=CC=CC=C1)N1N=C(C(=C1)C(=O)O)N.NC1=NNC=C1C(=O)OCC1=CC=CC=C1 benzyl 3-amino-1H-pyrazole-4-carboxylate (benzyl 3-amino-1H-pyrazole-4-carboxylate)